7'-bromo-2,3,5,6-tetrahydro-1'H-spiro[pyran-4,2'-quinazolin]-4'(3'H)-one BrC1=CC=C2C(NC3(NC2=C1)CCOCC3)=O